2,3-dimethylsuccinyl chloride CC(C(=O)Cl)C(C(=O)Cl)C